OCCOC(C=C)=O 2-Hydroxyethylacrylat